N-(adamantan-1-yl)-4-(1-butyl)-4,5-dihydro-7-hydroxy-2-methyl-5-oxo-2H-pyrazolo[4,3-b]pyridin-6-carboxamide C12(CC3CC(CC(C1)C3)C2)NC(=O)C2=C(C=3C(N(C2=O)CCCC)=CN(N3)C)O